O=C1NC(CCC1N1C(C2=CC=CC(=C2C1=O)N1CCC1)=O)=O 1-(2-(2,6-dioxopiperidin-3-yl)-1,3-dioxoisoindolin-4-yl)azetidin